OC(C(=O)C1=CC=C(C=C1)CC1=CC=C(C=C1)C(C(C)(C)O)=O)(C)C 2-hydroxy-1-{4-[4-(2-hydroxy-2-methylpropanoyl)benzyl]Phenyl}-2-methyl-propan-1-one